ethyl 2-acetyl-5-oxohexanoate C(C)(=O)C(C(=O)OCC)CCC(C)=O